BrC=1C(C(=CN(C1)C(C)C)C(=O)OC)=O Methyl 5-bromo-1-isopropyl-4-oxo-1,4-dihydropyridine-3-carboxylate